O=C1N(CCN[C@H]1CCC)[C@H](C(=O)N1CCC(CC1)CC(=O)N)CCCC (1-{(S)-2-[(S)-2-Oxo-3-propyl-1-piperazinyl]hex-anoyl}-4-piperidyl)acetamide